linoleic acid-nonanediamine salt C(CCCCCCCC)(N)N.C(CCCCCCC\C=C/C\C=C/CCCCC)(=O)O